N-(4-((5,11-dimethyl-6-oxo-6,11-dihydro-5H-benzo[e]pyrimido[5,4-b][1,4]diazepin-2-yl)amino)-3-methoxyphenyl)methanesulfonamide CN1C2=C(N(C3=C(C1=O)C=CC=C3)C)N=C(N=C2)NC2=C(C=C(C=C2)NS(=O)(=O)C)OC